C(C)(C)OC1=CC=C(C=C1)C1=CN=C(S1)C1=CC=C(CN2CC(C2)C(=O)O)C=C1 1-(4-(5-(4-isopropoxyphenyl)thiazol-2-yl)benzyl)azetidine-3-carboxylic acid